Cl.S1CC(CC1)N tetrahydrothiophen-3-amine hydrochloric acid salt